(tert-Butoxycarbonylamino)-2-hydroxybutyric acid methyl ester COC(C(CC)(O)NC(=O)OC(C)(C)C)=O